ClC1=CC2=C(N(C=N2)CC(=O)N2CCC(CC2)C=2SC=C(N2)C2=NOC(C2)C2=C(C=CC=C2F)F)C=C1Cl 2-(5,6-dichloro-1H-benzimidazol-1-yl)-1-(4-(4-(5-(2,6-difluorophenyl)-4,5-dihydroisoxazol-3-yl)thiazol-2-yl)piperidin-1-yl)-ethan-1-one